C(#N)C=1C(=NC(=C(C1CC)C#N)N1CCN(CC1)CC1=COC=C1)SC(C(=O)N)C1=CC=CC=C1 2-((3,5-dicyano-4-ethyl-6-(4-(furan-3-ylmethyl)piperazin-1-yl)pyridin-2-yl)sulfanyl)-2-phenylacetamide